1-{4-[(1R)-1-{[2-(benzyloxy)ethyl]amino}ethyl]-3-chloro-2,6-dimethoxyphenyl}ethan-1-one 4-Methylbenzyl-(3S,4R)-3-fluoro-4-[(2-pyrimidinylamino)methyl]-1-piperidinecarboxylate CC1=CC=C(COC(=O)N2C[C@H]([C@H](CC2)CNC2=NC=CC=N2)F)C=C1.C(C1=CC=CC=C1)OCCN[C@H](C)C1=C(C(=C(C(=C1)OC)C(C)=O)OC)Cl